C1(CCCC1)N1C(=CC2=C1N=C(N=C2)NC2=NC=C(C=C2)N2CCNCC2)C(=O)N(C)C 7-cyclopentyl-N,N-dimethyl-2-[[5-(1-piperazinyl)-2-pyridinyl]amino]-7H-pyrrolo-[2,3-d]pyrimidine-6-carboxamide